CC(C[C@@H]1C(OCC1)=O)(C)[N+](=O)[O-] (3S)-3-(2-methyl-2-nitro-propyl)tetrahydrofuran-2-one